(1-(5-(5-amino-1,2,4-oxadiazol-3-yl)pyridin-3-yl)-1H-pyrrolo[2,3-B]pyridin-5-yl)(4,4-difluoropiperidin-1-yl)methanone NC1=NC(=NO1)C=1C=C(C=NC1)N1C=CC=2C1=NC=C(C2)C(=O)N2CCC(CC2)(F)F